FC1(C=2N(CCC1)N=C(C2)NC(C2=CC(=C(C=C2)C)C#CC=2C=NC(=CC2)C(F)F)=O)F N-(4,4-difluoro-6,7-dihydro-5H-pyrazolo[1,5-a]pyridin-2-yl)-3-[2-[6-(difluoromethyl)-3-pyridyl]ethynyl]-4-methyl-benzamide